1,2-bis(pentabromophenoxy)ethane tert-butyl-2-[4-[4-(2,6-dioxo-3-piperidyl)-7-fluoro-2,3-dihydro-1,4-benzoxazin-8-yl]-1-piperidyl]acetate C(C)(C)(C)OC(CN1CCC(CC1)C1=C(C=CC=2N(CCOC21)C2C(NC(CC2)=O)=O)F)=O.BrC2=C(C(=C(C(=C2OCCOC2=C(C(=C(C(=C2Br)Br)Br)Br)Br)Br)Br)Br)Br